(2S)-2-(9H-fluoren-9-yl-methoxycarbonyl-amino)-3-methyl-butanoic acid C1=CC=CC=2C3=CC=CC=C3C(C12)N([C@H](C(=O)O)C(C)C)C(=O)OC